pyridinium, imidazolium salt N1C=[NH+]C=C1.[NH+]1=CC=CC=C1